4-(1-(1-(2-chlorobenzyl)-5-methoxy-1H-benzo[d]Imidazol-2-yl)ethyl)benzonitrile ClC1=C(CN2C(=NC3=C2C=CC(=C3)OC)C(C)C3=CC=C(C#N)C=C3)C=CC=C1